ClC1=NC(=CC=C1C(=O)NS(=O)(=O)C1=CC=CC(=N1)NCC1CCC(N1C(=O)OC(C)(C)C)(C)C)N1N=C(C=C1)OCCC1(CC1)C(F)(F)F tert-Butyl 5-[[[6-[[2-chloro-6-[3-[2-[1-(trifluoromethyl)cyclopropyl]ethoxy]pyrazol-1-yl]pyridine-3-carbonyl]sulfamoyl]-2-pyridyl]amino]methyl]-2,2-dimethyl-pyrrolidine-1-carboxylate